C(#N)N1[C@H](C[C@H](C1)OC)C(=O)N(C1=CC=C(C=C1)S(F)(F)(F)(F)F)C(C(=O)NC1CCC(CC1)(F)F)C=1C=NC=C(C1)F (2R,4R)-1-cyano-N-[2-[(4,4-difluorocyclohexyl)amino]-1-(5-fluoro-3-pyridyl)-2-oxo-ethyl]-4-methoxy-N-[4-(pentafluoro-λ6-sulfanyl)phenyl]pyrrolidine-2-carboxamide